2-methylpropyl hexanoate C(CCCCC)(=O)OCC(C)C